NC1=C(C(=O)NC2CC2)C=C(C=N1)C1=C(C=C(C=C1)NC([C@@H](O)C1=CC(=CC(=C1)F)F)=O)C (S)-2-amino-N-cyclopropyl-5-(4-(2-(3,5-difluorophenyl)-2-hydroxyacetamido)-2-methylphenyl)nicotinamide